3,3-dimethylbutane-1,2-diol CC(C(CO)O)(C)C